6-Chloro-1-(5-chloro-2-methoxyphenyl)-4-methoxy-1H-pyrazolo[4,3-c]pyridine ClC1=CC2=C(C(=N1)OC)C=NN2C2=C(C=CC(=C2)Cl)OC